thiobis(methyl) sulfide S1CSC1